C1(=CC=CC2=CC3=CC4=CC5=CC=CC=C5C=C4C=C3C=C12)[2H] pentacene-d